[C@@H]12N(C[C@@H](NC1)C2)C2=CN=CC(=N2)NC2=CC1=C(C=N2)SC(=N1)C1=NC=CC=C1C 6-[(1S,4S)-2,5-Diazabicyclo[2.2.1]heptan-2-yl]-N-[2-(3-methylpyridin-2-yl)-[1,3]thiazolo[5,4-c]pyridin-6-yl]pyrazin-2-amine